1,3,3,4,6-pentamethylindane CC1CC(C2=C(C=C(C=C12)C)C)(C)C